(S)-4-(5-(4-chloro-2-fluorophenyl)pyrido[3,4-b]pyrazin-7-yl)-2-(1-methyl-1H-pyrazol-4-yl)morpholine ClC1=CC(=C(C=C1)C1=NC(=CC=2C1=NC=CN2)N2C[C@@H](OCC2)C=2C=NN(C2)C)F